ClC1=C(C(=NC(=N1)N)NC1CCCC1)N 6-chloro-N4-cyclopentylpyrimidine-2,4,5-triamine